C(C)OC(NC1=NC2=C(N1)C=CC(=C2)C2=C(C=CC(=C2)CC2=NNC(C1=C(C=CC(=C21)F)F)=O)F)=O (5-(5-((5,8-difluoro-4-oxo-3,4-dihydrophthalazin-1-yl)methyl)-2-fluorophenyl)-1H-benzimidazol-2-yl)carbamic acid ethyl ester